2-(4-Bromophenyl)-5-(2-fluoro-1,1-dimethyl-ethyl)-1,3,4-oxadiazole BrC1=CC=C(C=C1)C=1OC(=NN1)C(CF)(C)C